6-[[3-(trifluorometh-ylsulfonyl)phenyl]-methyl]-2-azaspiro-[3.3]heptane FC(S(=O)(=O)C=1C=C(C=CC1)CC1CC2(CNC2)C1)(F)F